tert-Butyl 4-(3-(2-bromopyridin-4-yl)-4-(4-fluorophenyl)-4-oxobutanoyl)piperidine-1-carboxylate BrC1=NC=CC(=C1)C(CC(=O)C1CCN(CC1)C(=O)OC(C)(C)C)C(=O)C1=CC=C(C=C1)F